4-[[tert-butyl-(diphenyl)silyl]oxymethyl]cyclohexanol C(C)(C)(C)[Si](OCC1CCC(CC1)O)(C1=CC=CC=C1)C1=CC=CC=C1